CC1COC=2C=CC=C3C(C=CN1C23)=O 3-methyl-3,7-dihydro-2H-[1,4]oxazino[2,3,4-ij]quinolin-7-one